5-((4-((S)-2-(4-chloro-2-fluorophenyl)-2-methylbenzo[d][1,3]dioxan-4-yl)piperidin-1-yl)methyl)-4-(((S)-oxetan-2-yl)methyl)-4H-imidazo[4,5-d]thiazole-2-carboxylic acid ClC1=CC(=C(C=C1)[C@]1(OC(C2=C(O1)C=CC=C2)C2CCN(CC2)CC2=NC1=C(N=C(S1)C(=O)O)N2C[C@H]2OCC2)C)F